6-chloro-9-(tetrahydro-2H-pyran-2-yl)-8-(2-((tetrahydro-2H-pyran-2-yl)oxy)ethoxy)-9H-purine ClC1=C2N=C(N(C2=NC=N1)C1OCCCC1)OCCOC1OCCCC1